tert-Butyl (2S,4R)-2-((S)-1-hydroxyethyl)-4-methoxypyrrolidine-1-carboxylate O[C@@H](C)[C@H]1N(C[C@@H](C1)OC)C(=O)OC(C)(C)C